(4,4-difluorocyclohexyl)methanamine FC1(CCC(CC1)CN)F